C(C)OC(CCCCCCCCCCCC=CCC=CCC=CCC=CCC=CCC)=O 13,16,19,22,25-octacosapentaenoic acid ethyl ester